bis(4-methoxyphenyl)chlorophosphine COC1=CC=C(C=C1)P(Cl)C1=CC=C(C=C1)OC